(Z)-(3-(1-(3-chlorophenyl)-3-phenethyl-1H-pyrazol-4-yl)acryloyl)-L-tryptophan ClC=1C=C(C=CC1)N1N=C(C(=C1)\C=C/C(=O)N[C@@H](CC1=CNC2=CC=CC=C12)C(=O)O)CCC1=CC=CC=C1